2-chloro-4-((4-(1-methyl-4-(trifluoromethyl)-1H-imidazol-2-yl)benzyl)oxy)pyrimidin-5-ol ClC1=NC=C(C(=N1)OCC1=CC=C(C=C1)C=1N(C=C(N1)C(F)(F)F)C)O